CO[C@@]1(COCC1)C1=CC(=CC(=N1)N1C=C(C=2C=NC(=CC21)N)C2CN(C2)C)C (R)-1-(6-(3-Methoxytetrahydrofuran-3-yl)-4-methylpyridin-2-yl)-3-(1-methylazetidin-3-yl)-1H-Pyrrolo[3,2-c]pyridin-6-amine